6-Bromo-3a,7-dimethyl-2,3,3a,4-tetrahydro-1H-cyclopenta[b]quinoline BrC=1C(=CC=2C=C3C(NC2C1)(CCC3)C)C